C(C)OC(C=1NC2=CC(=C(C=C2C1)F)CN)OCC (2-(diethoxymethyl)-5-fluoro-1H-indol-6-yl)methanamine